ClC=1C2=C(N=CN1)C(=CS2)C(=O)O 4-chlorothieno[3,2-d]pyrimidine-7-carboxylic acid